Methyl (1R,3r)-3-((R)-3-(1-(5-chloro-4-(((R)-1-(2,4-dichlorophenyl)ethyl)amino)pyrimidin-2-yl)azetidin-3-yl)piperidin-1-yl)-1-methylcyclobutane-1-carboxylate ClC=1C(=NC(=NC1)N1CC(C1)[C@@H]1CN(CCC1)C1CC(C1)(C(=O)OC)C)N[C@H](C)C1=C(C=C(C=C1)Cl)Cl